4-Amino-2,3-dihydro-furo[3,2-c]quinoline-8-carboxylic acid NC1=NC=2C=CC(=CC2C2=C1CCO2)C(=O)O